(R)-2-(2-(6-(3-(1-(3-((4-methyl-5-(pyrimidin-4-yl)-4H-1,2,4-triazol-3-yl)methylamino)benzamido)ethyl)phenoxy)hexyloxy)ethoxy)acetic acid CN1C(=NN=C1C1=NC=NC=C1)CNC=1C=C(C(=O)N[C@H](C)C=2C=C(OCCCCCCOCCOCC(=O)O)C=CC2)C=CC1